NC1=NC=2C=CC(=CC2C2=C1C=NN2C)C(=O)N(C)[C@@H]2COC1=C2C=CC(=C1)C=1COCCC1 4-amino-N-((3S)-6-(5,6-dihydro-2H-pyran-3-yl)-2,3-dihydro-1-benzofuran-3-yl)-N,1-dimethyl-1H-pyrazolo[4,3-c]quinoline-8-carboxamide